ClC1=CC=C(C=C1)C=1C(=NN2C1N=C(C=C2N2CCC(CC2)(C(=O)N)OCC)OCC(C)(C)O)C=2C=NC(=CC2)C#N 1-[3-(4-chlorophenyl)-2-(6-cyano-3-pyridinyl)-5-(2-hydroxy-2-methyl-propoxy)pyrazolo[1,5-a]pyrimidin-7-yl]-4-ethoxy-piperidine-4-carboxamide